S1C=NC2=C1C=CC(=C2)CNC(C)C N-(benzo[d]thiazol-5-ylmethyl)propan-2-amine